N[C@H]1CN(CCC1)C1=CC(N(C(N1CC1=C(C#N)C=CC=C1)=O)C)=O 2-({6-[(3R)-3-aminopiperidin-1-yl]-3-methyl-2,4-dioxo-3,4-dihydropyrimidin-1(2H)-yl}methyl)benzonitrile